C(CCC)C(CC(O)(CCCC)CCCC)(N(C([O-])=O)CCC1=CC=C(C=C1)F)CCCC tetrAbutyl-N-[2-(4-fluorophenyl)ethyl]-N-(3-hydroxypropyl)carbamate